C(C(C)C)(=O)OC1=C(C(=CC(=C1)Cl)C=NC1=CC=C(C=C1)Cl)O 5-chloro-3-((4-chloro-phenylimino)methyl)-2-hydroxyphenyl isobutyrate